(2S,3S)-β-propyltryptophan C(CC)C([C@H](N)C(=O)O)C1=CNC2=CC=CC=C12